N1=NC=C2C1=CC=C2 cyclopenta[c]pyrazol